CC1=C(C=CC(=C1)C)S(=O)(=O)O.CC1=CC=C(C=C1)S(=O)(=O)OC methyl p-toluenesulfonate {Methyl-4-methylbenzenesulfonate}